NC1=CC(=C(C(=O)NC2=C(C=CC=C2F)Cl)C=C1)F 4-amino-N-(2-chloro-6-fluorophenyl)-2-fluorobenzamide